N1(C=NC=C1)C(C)=NC1=CC=C(C=C1)F N-(1-(1H-Imidazol-1-yl)ethylidene)-4-fluoroaniline